3-((1',4',5-trimethyl-4-nitro-1'H-[1,3'-bipyrazol]-3-yl)oxy)propan-1-ol CN1N=C(C(=C1)C)N1N=C(C(=C1C)[N+](=O)[O-])OCCCO